N-(4-((3-(4-methyl-2,5-dihydrofuran-2-yl)-3-phenethylpyrrolidin-1-yl)methyl)phenyl)acetamide CC1=CC(OC1)C1(CN(CC1)CC1=CC=C(C=C1)NC(C)=O)CCC1=CC=CC=C1